(R)-N-(5-(5-(difluoromethyl)-1,2,4-oxadiazol-3-yl)-2,3-dihydro-1H-inden-1-yl)-2-methoxyisonicotinamide FC(C1=NC(=NO1)C=1C=C2CC[C@H](C2=CC1)NC(C1=CC(=NC=C1)OC)=O)F